N[C@H](C(=O)N1[C@@H](C[C@H](C1)O)C(=O)N[C@@H](C)C1=C(C=C(C=C1)C#C)O)C(C)(C)C (2S,4R)-1-((S)-2-amino-3,3-dimethylbutanoyl)-N-((S)-1-(4-ethynyl-2-hydroxyphenyl)ethyl)-4-hydroxypyrrolidine-2-carboxamide